3-Hydroxy-2-(3-phenylprop-2-enoyl)benzoyl azide OC=1C(=C(C(=O)N=[N+]=[N-])C=CC1)C(C=CC1=CC=CC=C1)=O